5-[8-(dimethylamino)-1-(3-methoxypropyl)-2-oxo-8-phenyl-1,3-diazaspiro[4.5]decan-3-yl]-4-methoxy-pyrimidine-2-carbonitrile CN(C1(CCC2(CN(C(N2CCCOC)=O)C=2C(=NC(=NC2)C#N)OC)CC1)C1=CC=CC=C1)C